O[C@H]1CC[C@@]2([C@H]3CC[C@]4([C@H]([C@@H]3\C(\C[C@H]2C1)=N\O)CC[C@@H]4[C@H](C)CCCC(C)(C)O)C)C [(1R,3aS,3bR,4E,5aS,7S,9aS,9bS,11aR)-7-hydroxyl-1-[(2R)-6-Hydroxy-6-methylhept-2-yl]-9a,11a-dimethylhexadecahydro-1H-cyclopenta[1,2-a]phenanthrene-4-ylidene]Hydroxylamine